CC1(CC=2C(=CC=NC2C=C1)NC1=NC=C(C=C1)C1=NC2=C(N1)C=CC(=C2)NC2=CC(=NC=C2)C)NC 6,N6-dimethyl-N4-(5-(5-(2-methylpyridin-4-ylamino)-1H-benzo[d]imidazol-2-yl)pyridin-2-yl)quinoline-4,6-diamine